dimethylArsenic C[As]C